2,2-bis(bromomethyl)propane-1,3-diyl dibutanoate C(CCC)(=O)OCC(COC(CCC)=O)(CBr)CBr